5-ethyl-6-fluoro-2-naphthol C(C)C1=C2C=CC(=CC2=CC=C1F)O